C1=CC=C(C=2SC3=C(C21)C=CC=C3)OB(O)O dibenzothiophene-4-yl-boric acid